CNCCCCC1=CC=C(C=C1)C N-methyl-4-(p-tolyl)butan-1-amine